C(C)N1N=C(C(=C1)C1=CC(=NC=C1)C1=NC2=C(N1)CN(C2)C(=O)N(C)C)C2=NC(=CC=C2)C 2-(4-(1-Ethyl-3-(6-methylpyridin-2-yl)-1H-pyrazol-4-yl)pyridin-2-yl)-N,N-dimethyl-4,6-dihydropyrrolo[3,4-d]imidazol-5(1H)-carboxamide